FC1(OC2=C(O1)C=CC(=C2)[C@@H]2[C@H](C2)C=2C=1N(N=C(C2)C=2C(=NC(=NC2)OC)OC)C=CN1)F 8-((1S,2S)-2-(2,2-difluorobenzo[d][1,3]dioxol-5-yl)cyclopropyl)-6-(2,4-dimethoxypyrimidin-5-yl)imidazo[1,2-b]pyridazine